2-{6-[(3s,5r)-3,5-dimethylpiperazin-1-yl]pyridazin-3-yl}-5-(2-methylimidazo[1,2-a]pyrimidin-6-yl)pyridin-3-ol trifluoroacetate FC(C(=O)O)(F)F.C[C@H]1CN(C[C@H](N1)C)C1=CC=C(N=N1)C1=NC=C(C=C1O)C=1C=NC=2N(C1)C=C(N2)C